FC=1C=C(C=2N(C1)C(=NC2)C(=O)Cl)F 6,8-difluoroimidazo[1,5-a]pyridine-3-carbonyl chloride